ClC1=C(C=C(C(=C1)CC1=CC=C(C=C1)C#N)C)N=CN(C)CC N'-(2-chloro-4-(4-cyanobenzyl)-5-methyl-phenyl)-N-ethyl-N-methylformimidamide